C(C)(=O)[Fe] Acetyliron